CC1=CC=C(CNC2=CC=NC3=CC=CC=C23)C=C1 N-(4-methylbenzyl)quinolin-4-amine